diphenyl sulfide tetrakis(pentafluorophenyl)borate FC1=C(C(=C(C(=C1[B-](C1=C(C(=C(C(=C1F)F)F)F)F)(C1=C(C(=C(C(=C1F)F)F)F)F)C1=C(C(=C(C(=C1F)F)F)F)F)F)F)F)F.C1(=CC=CC=C1)SC1=CC=CC=C1